2-[(2,5-difluorophenyl)sulfanyl]-1-(1,3-dihydro-2H-isoindol-2-yl)ethanone FC1=C(C=C(C=C1)F)SCC(=O)N1CC2=CC=CC=C2C1